6-methoxy-4-methyl-spiro[benzo[b][1,4]oxazine-2,1'-cyclopropane]-3(4H)-one COC1=CC2=C(OC3(CC3)C(N2C)=O)C=C1